Ethyl (E)-4-{[4-(3-chloro-10-methyl-11-oxo-10,11-dihydro-5H-dibenzo[b,e][1,4]diazepin-5-yl)butyl]amino}but-2-enoate ClC=1C=CC2=C(N(C3=C(N(C2=O)C)C=CC=C3)CCCCNC/C=C/C(=O)OCC)C1